2-(4-tert-butyl-3-methoxy-phenyl)acetic acid C(C)(C)(C)C1=C(C=C(C=C1)CC(=O)O)OC